FC1=C(CN[P@@]2(OC[C@@H]3[C@@H](O2)C[C@@H](O3)N3C(NC(C(=C3)F)=O)=O)=O)C=CC(=C1)F 1-((2S,4aR,6R,7aS)-2-((2,4-difluorobenzyl)amino)-2-oxotetrahydro-4H-furo[3,2-d][1,3,2]dioxaphosphorin-6-yl)-5-fluoropyrimidine-2,4(1H,3H)-dione